C(C)(C)C1=C(C(=CC=C1)C(C)C)NC(=O)NS(=O)(=O)\C=C\[C@H]1N(CCC1)S(=O)(=O)C (S,E)-N-((2,6-Diisopropylphenyl)carbamoyl)-2-(1-(methylsulfonyl)pyrrolidin-2-yl)ethensulfonamid